FC(C1=CC=C(C=C1)[C@H](C)N)F (S)-1-(4-(difluoromethyl)phenyl)ethan-1-amine